O=C1NC(CCC1N1CC2=CC=C(C(=C2C1=O)F)NC(C)=O)=O N-(2-(2,6-dioxopiperidin-3-yl)-4-fluoro-3-oxoisoindolin-5-yl)acetamide